The molecule is an amino tetrasaccharide comprising alpha-D-galactose, beta-D-galactose, N-acetyl-beta-D-glucosamine and (at the reducing end) alpha-D-mannose residues linked sequentially (1->3), (1->3) and (1->2). It is a glucosamine oligosaccharide and an amino tetrasaccharide. CC(=O)N[C@@H]1[C@H]([C@@H]([C@H](O[C@H]1O[C@H]2[C@H]([C@@H]([C@H](O[C@@H]2O)CO)O)O)CO)O)O[C@H]3[C@@H]([C@H]([C@H]([C@H](O3)CO)O)O[C@@H]4[C@@H]([C@H]([C@H]([C@H](O4)CO)O)O)O)O